NC1=C(C=C(C=C1)Cl)N1C(C(N(CC1)[C@H](C(=O)OC(C)(C)C)CC1=CC=CC=C1)=O)=O t-butyl (S)-2-(4-(2-amino-5-chlorophenyl)-2,3-dioxopiperazin-1-yl)-3-phenylpropionate